N-(5-hydroxypyridin-2-yl)piperidine-1-carboxamide OC=1C=CC(=NC1)NC(=O)N1CCCCC1